C(#N)C1(COCC1)C1=CC=C(C=C1)C(C(=O)OCC)C(C)C 1-(±)-Ethyl 2-(4-(3-cyanotetrahydrofuran-3-yl)phenyl)-3-methylbutanoate